C(#N)C=1C(=NC(=NC1)N[C@@H]1CC[C@H](CC1)N(C(=O)NCC1=NC=CC=N1)C1=NC=C(C=C1)C=1C=NC(=NC1)OC)NC1COC1 1-(trans-4-((5-cyano-4-(oxetan-3-ylamino)pyrimidin-2-yl)amino)cyclohexyl)-1-(5-(2-methoxypyrimidin-5-yl)pyridin-2-yl)-3-(pyrimidin-2-ylmethyl)urea